2,3-bis(tetradecyloxy)propan-1-amine-TFA Salt OC(=O)C(F)(F)F.C(CCCCCCCCCCCCC)OC(CN)COCCCCCCCCCCCCCC